(E)-N3-tert-butyl-N8-((dimethylamino)methylene)-7-methoxy-N3-methyl-1-(thiophen-3-yl)-1,4-dihydrochromeno[4,3-c]pyrazole-3,8-dicarboxamide C(C)(C)(C)N(C(=O)C=1C2=C(N(N1)C1=CSC=C1)C=1C=C(C(=CC1OC2)OC)C(=O)/N=C/N(C)C)C